N4-(1-(thiazol-4-yl)ethyl)terephthalamide S1C=NC(=C1)C(C)NC(C1=CC=C(C(=O)N)C=C1)=O